O1CCN(CC1)S(=O)(=O)C1=CC=C(C=C1)C=1C=C(C2=C(C=C(O2)CN)C1)C(F)(F)F (5-(4-(morpholinosulfonyl)phenyl)-7-(trifluoromethyl)benzofuran-2-yl)methylamine